S1C(=NC2=C1C=CC=C2)CN2CCN(CC2)C2=CC(=C(NCC)C=C2C=2N=NNN2)C2CC2 4-[4-(1,3-benzothiazol-2-ylmethyl)-piperazin-1-yl]-2-cyclopropyl-N-eth-yl-5-(2H-tetrazol-5-yl)aniline